C(C=1C(C(=O)[O-])=CC(C(=O)[O-])=CC1)(=O)OC(C1=CC=C(C(=O)OC(C=2C(C(=O)[O-])=CC(C(=O)[O-])=CC2)=O)C=C1)=O terephthaloyl bis(trimellitate)